2''-bromodispiro[imidazolidine-4,1'-cyclohexane-4',1''-indene]-2,5-dione BrC=1C2(C3=CC=CC=C3C1)CCC1(CC2)NC(NC1=O)=O